OC1(CC1)C1=NNC(=N1)C1CC2(CN(C2)C(=O)N2CC3(C2)CN(C3)CC3=CC=C(C=C3)S(=O)(=O)C(F)(F)F)C1 [6-[3-(1-hydroxycyclopropyl)-1H-1,2,4-triazol-5-yl]-2-azaspiro[3.3]heptan-2-yl]-[6-(4-triflylbenzyl)-2,6-diazaspiro[3.3]heptan-2-yl]methanone